(S)-3-(5-(((3R*,4S*)-4-(2,6-dimethylpyridin-4-yl)-1-((8-fluoro-2-(tetrahydro-2H-pyran-4-yl)quinolin-6-yl)methyl)pyrrolidin-3-yl)oxy)-1-oxoisoindolin-2-yl)piperidine-2,6-dione CC1=NC(=CC(=C1)[C@@H]1[C@H](CN(C1)CC=1C=C2C=CC(=NC2=C(C1)F)C1CCOCC1)OC=1C=C2CN(C(C2=CC1)=O)[C@@H]1C(NC(CC1)=O)=O)C |o1:7,8|